CCCCN=C=O 4-butyl isocyanate